3-ethoxy-1,3,5-trimethyl-8-[[(1R)-1-[3-(1,1-difluoro-2-hydroxy-2-methyl-propyl)-2-methyl-phenyl]ethyl]amino]pyrrolo[2,3-g]phthalazin-2-one C(C)OC1(C(N(C2=CC=3C(=NN=C(C3C=C21)C)N[C@H](C)C2=C(C(=CC=C2)C(C(C)(C)O)(F)F)C)C)=O)C